Cl.NCC=1C=NN(C1)CC1=CC2=C(C(=NO2)NS(=O)(=O)C2=C(C=CC(=C2)CC)OCCO)C(=C1)OC N-(6-((4-(aminomethyl)-1H-pyrazol-1-yl)methyl)-4-methoxybenzo[d]isoxazol-3-yl)-5-ethyl-2-(2-hydroxyethoxy)benzenesulfonamide hydrochloride